(Z)-1-(3-(3-methoxy-3-(4-(trifluoromethyl)phenyl)prop-1-en-1-yl)pyrrolidin-1-yl)prop-2-en-1-one COC(\C=C/C1CN(CC1)C(C=C)=O)C1=CC=C(C=C1)C(F)(F)F